6-[7-amino-2-(2-cyano-2-methylideneethyl)-1-oxo-2,3-dihydro-1H-isoindol-4-yl]-N-(2-methoxyethyl)-1-methyl-1H-indazole-4-carboxamide NC=1C=CC(=C2CN(C(C12)=O)CC(=C)C#N)C=1C=C(C=2C=NN(C2C1)C)C(=O)NCCOC